C(#N)[Cu] cyano-copper